1-[(4S)-4-(2-fluorophenyl)-6,7-dihydro-4H-pyrazolo[5,1-c][1,4]oxazin-2-yl]propan-1-one FC1=C(C=CC=C1)[C@@H]1OCCN2C1=CC(=N2)C(CC)=O